FC1=C(CN2C(C3(CC2)CCN(CC3)C=3OC(=NN3)C)=O)C=C(C=C1)F 2-(2,5-difluorobenzyl)-8-(5-methyl-1,3,4-oxadiazole-2-yl)-2,8-diazaspiro[4.5]Decan-1-one